7-cyclopentyl-2-((4-((3-(2-(2,6-dioxopiperidin-3-yl)-1-oxoisoindolin-4-yl)prop-2-yn-1-yl)carbamoyl)-phenyl)amino)-N,N-dimethyl-7H-pyrrolo[2,3-d]pyrimidine-6-carboxamide C1(CCCC1)N1C(=CC2=C1N=C(N=C2)NC2=CC=C(C=C2)C(NCC#CC2=C1CN(C(C1=CC=C2)=O)C2C(NC(CC2)=O)=O)=O)C(=O)N(C)C